3-{4-[4-(6-Chloro-7-{[1-(cyclopropylmethyl)piperidin-4-yl]amino}-3H-imidazo[4,5-b]pyridin-2-yl)phenyl]piperazin-1-yl}propan-1-ol ClC=1C(=C2C(=NC1)NC(=N2)C2=CC=C(C=C2)N2CCN(CC2)CCCO)NC2CCN(CC2)CC2CC2